4-(difluoromethyl)-N-[4-fluoro-5-(6-morpholin-4-ylpyridin-3-yl)-2-[rac-(3R)-3,4-dimethylpiperazin-1-yl]phenyl]-6-oxo-1H-pyridine-3-carboxamide FC(C=1C(=CNC(C1)=O)C(=O)NC1=C(C=C(C(=C1)C=1C=NC(=CC1)N1CCOCC1)F)N1C[C@H](N(CC1)C)C)F |r|